BrC=1C=C2C(=NC1)NC=C2C(C2=C(C(=CC=C2F)NS(N(C)C2CC2)(=O)=O)F)=O 5-bromo-3-[3-[[cyclopropyl(methyl)sulfamoyl]amino]-2,6-difluoro-benzoyl]-1H-pyrrolo[2,3-b]pyridine